C(C)(C)C1(C=CC=C1)[Hf](C1(C=CC=C1)C(C)C)(C1(C=CC=C1)C(C)C)C1(C=CC=C1)C(C)C (isopropyl-cyclopentadienyl)tris(isopropylcyclopentadienyl)hafnium